2,5-dimethyl-4-(4-morpholinobenzyl)thiophene-3-carboxylic acid CC=1SC(=C(C1C(=O)O)CC1=CC=C(C=C1)N1CCOCC1)C